C1(CCC1)CCOC1=C(N=C2C(=CC=NC2=C1)OC1=C(C=C(C=C1)NC(=O)C1=C(N(C(=C(C1=O)C=1OC=CC1)C)C)C)F)OC N-[4-[[7-(2-cyclobutyl-ethoxy)-6-methoxy-1,5-naphthyridin-4-yl]oxy]-3-fluorophenyl]-5-(furan-2-yl)-1,2,6-trimethyl-4-oxopyridine-3-carboxamide